ClC=1C=CC=2N(C(N=C(C2N1)N1[C@H](CN([C@@H](C1)C)C(C)C1=CC=C(C=C1)C(F)(F)F)COC)=O)C 6-chloro-4-((2R,5R)-2-(methoxymethyl)-5-methyl-4-(1-(4-(trifluoromethyl)phenyl)ethyl)piperazin-1-yl)-1-methylpyrido[3,2-d]pyrimidin-2(1H)-one